COC1=C(C=C(C(=C1)CC)OC)CC(CC)N 1-(2,5-dimethoxy-4-ethyl-phenyl)butan-2-amine